phospho-guanine P(=O)(O)(O)NC=1NC(C=2NC=NC2N1)=O